3-((Benzyloxy)methyl)-5-fluoropyrimidine-2,4(1H,3H)-dione C(C1=CC=CC=C1)OCN1C(NC=C(C1=O)F)=O